3-(3,5-dimethyl-1-(3-methylimidazo[1,2-b]pyridazin-6-yl)-1H-pyrazol-4-yl)-1-(4-phenethylpiperidin-1-yl)propan-1-one CC1=NN(C(=C1CCC(=O)N1CCC(CC1)CCC1=CC=CC=C1)C)C=1C=CC=2N(N1)C(=CN2)C